CNC(=O)C1CCC(CC1)NC1=CC=C(C=C1)N1CCC(CC1)C(F)(F)F N-methyl-4-((4-(4-(trifluoromethyl)piperidin-1-yl)phenyl)amino)cyclohexane-1-carboxamide